[NH4+].C(#N)NC(C1=NC(=C(C=C1)N1CCN(CC1)CC1=CC=2NC(N(C(C2S1)=O)CC)=O)C)=O N-cyano-5-(4-((3-ethyl-2,4-dioxo-1,2,3,4-tetrahydrothieno[3,2-d]pyrimidin-6-yl)methyl)piperazin-1-yl)-6-methylpicolinamide, ammonium salt